Cl[SiH]1CC[SiH](CC1)Cl 1,4-dichloro-1,4-disilacyclohexane